7-amino-2,3-dimethyl-5-{methyl[(6-methylpyridin-2-yl)methyl]amino}pyrazolo[1,5-a]pyrimidine-6-carbonitrile NC1=C(C(=NC=2N1N=C(C2C)C)N(CC2=NC(=CC=C2)C)C)C#N